4-amino-N-(3,4-dichlorobenzyl)-3-(2-hydroxypropan-2-yl)benzamide NC1=C(C=C(C(=O)NCC2=CC(=C(C=C2)Cl)Cl)C=C1)C(C)(C)O